C(C)(=O)[O-].[F-] Fluoranide acetate